3-(7-(8-(((3s,5s,7s)-adamantan-1-yl)amino)oct-1-yn-1-yl)-2-methyl-4-oxoquinazolin-3(4H)-yl)piperidine-2,6-dione C12(CC3CC(CC(C1)C3)C2)NCCCCCCC#CC2=CC=C3C(N(C(=NC3=C2)C)C2C(NC(CC2)=O)=O)=O